[bromo(phenyl)methyl]benzene BrC(C1=CC=CC=C1)C1=CC=CC=C1